2-(2,4-dimethoxybenzyl)-7-(5-(furan-2-yl)-3-(trifluoromethyl)-1H-pyrazol-1-yl)isoquinolin-1(2H)-imine COC1=C(CN2C(C3=CC(=CC=C3C=C2)N2N=C(C=C2C=2OC=CC2)C(F)(F)F)=N)C=CC(=C1)OC